NC1=CN(C=CC=C1)C(=O)C1=NN(C(=C1)C1=CC(=C(C#N)C=C1)F)C1=C(C=C(C=C1F)C1CC1)F (R)-4-(3-(3-aminoazepine-1-carbonyl)-1-(4-cyclopropyl-2,6-difluorophenyl)-1H-pyrazol-5-yl)-2-fluorobenzonitrile